C1(CC1)C1=NC=NC(=C1C=1N=CC2=C(N1)N(C=C2)CC2=CC=C(C=C2)C=2N(CC(N2)C(F)(F)F)C)OC 2-(4-cyclopropyl-6-methoxypyrimidin-5-yl)-7-(4-(1-methyl-4-(trifluoromethyl)4H-imidazol-2-yl)benzyl)-7H-pyrrolo[2,3-d]pyrimidine